2-[3-[(E)-2-methoxy-1-methyl-vinyl]phenyl]acetic acid CO/C=C(\C)/C=1C=C(C=CC1)CC(=O)O